BrC1=C(C=C(C=C1)N1CCC(CC1)CO)F (1-(4-bromo-3-fluorophenyl)piperidin-4-yl)methanol